N-(3-acetyl-1-(2-((2-((2'-chloro-2-fluoro-[1,1'-biphenyl]-3-yl)amino)-2-oxoethyl)(isopropyl)amino)-2-oxoethyl)-1H-indazol-5-yl)-3,3-difluoropiperidine-1-carboxamide C(C)(=O)C1=NN(C2=CC=C(C=C12)NC(=O)N1CC(CCC1)(F)F)CC(=O)N(C(C)C)CC(=O)NC=1C(=C(C=CC1)C1=C(C=CC=C1)Cl)F